C(C)N(C1=CC=C2C=C(C(OC2=C1)=O)C(=O)NCC1=NC=CC=C1)CC 7-(diethylamino)-2-oxo-N-((pyridin-2-yl)-methyl)-2H-chromene-3-carboxamide